4,5-dimethyl-6-(3-(2-methylthiazol-5-yl)-7,8-dihydro-1,6-naphthyridin-6(5H)-yl)pyridazine-3-carbonitrile CC1=C(N=NC(=C1C)N1CC=2C=C(C=NC2CC1)C1=CN=C(S1)C)C#N